NC1=NN2C(C=C(C=C2)C=2C=C(C(=NC2C)OC)C(=O)NCC2=C(C=CC=C2F)OCC2CCCC2)=N1 5-{2-amino-[1,2,4]triazolo[1,5-a]pyridin-7-yl}-N-{[2-(cyclopentylmethoxy)-6-fluorophenyl]methyl}-2-methoxy-6-methylpyridine-3-carboxamide